(S)-8-(5-chloro-3-fluoro-pyridin-2-yl)-5-(1-(4-chlorophenyl)ethyl)-6,9-dioxo-N-(tetrahydro-2H-pyran-4-yl)-2,5,8-triazaspiro[3.5]nonane-2-carboxamide ClC=1C=C(C(=NC1)N1CC(N(C2(CN(C2)C(=O)NC2CCOCC2)C1=O)[C@@H](C)C1=CC=C(C=C1)Cl)=O)F